1-(4-benzylsulfanylphenyl)hexahydropyrimidine-2,4-dione C(C1=CC=CC=C1)SC1=CC=C(C=C1)N1C(NC(CC1)=O)=O